[Ru+2].F[P-](F)(F)(F)(F)F.F[P-](F)(F)(F)(F)F.N1=C(C=NC=C1)C1=NC=CN=C1.N1=C(C=NC=C1)C1=NC=CN=C1.N1=C(C=NC=C1)C1=NC=CN=C1 tris(2,2'-bipyrazine) bis(hexafluorophosphate) ruthenium